CN1C(=NC=C1B1OC(C(O1)(C)C)(C)C)C 1,2-dimethyl-5-(4,4,5,5-tetramethyl-1,3,2-dioxaborolan-2-yl)imidazole